FC=1C=C2NC=CC2=C2CCC(N(CCOCC(C3=CN=C(C=4C(=CC=C(OC12)C4)F)N3)(C)C=3C=C(C=CC3)CCC(=O)O)C)=O 3-[3-(22,28-Difluoro-6,11-dimethyl-12-oxo-8,24-dioxa-3,11,19,30-tetrazapentacyclo[23.3.1.12,5.015,23.016,20]triaconta-1(29),2,4,15,17,20,22,25,27-nonaen-6-yl)phenyl]propanoic acid